ON=C(CC1=CC=CC=C1)N N'-hydroxy-2-phenylacetamidine